6-tert-butyl-2-hydroxy-5-methyl-pyridine-3-carbonitrile C(C)(C)(C)C1=C(C=C(C(=N1)O)C#N)C